C(C1=CC=CC=C1)O[C@@H]([C@H](NC(=O)OC(C)(C)C)C(=O)O)C O-benzyl-N-(tert-Butoxycarbonyl)-L-threonine